(S)-5-((1-(3-Oxo-3-(4-(4-(trifluoromethyl)pyridin-2-yl)piperazin-1-yl)propoxy)propan-2-yl)amino)-4-(trifluoromethyl)pyridazin-3(2H)-one O=C(CCOC[C@H](C)NC1=C(C(NN=C1)=O)C(F)(F)F)N1CCN(CC1)C1=NC=CC(=C1)C(F)(F)F